ClC1=C(C(=CC=C1)Cl)NS(=O)(=O)C1=NN2C(=NC(=CC2=N1)F)OCC N-(2,6-dichlorophenyl)-5-ethoxy-7-fluoro-[1,2,4]triazolo[1,5-c]pyrimidine-2-sulfonamide